CS(=O)(=O)N1CCN(CC1)C(\C=C\C1=CC=2N=C(N=C(C2S1)N1CCOCC1)C1=C2C=NN(C2=CC=C1)C1OCCCC1)=O (E)-1-(4-methanesulfonyl-1-piperazinyl)-3-(4-morpholino-2-(1-(2-tetrahydropyranyl)-4-indazolyl)-6-thieno[3,2-d]pyrimidinyl)-2-propen-1-one